isoquinoline-2-carboxylate C1N(C=CC2=CC=CC=C12)C(=O)[O-]